N-(isoquinolin-5-yl)methanesulfonamide tert-butyl-5-amino-4-(5-(3,5-difluoro-4-(hydroxymethyl)pyridin-2-yl)-1-oxoisoindolin-2-yl)-5-oxopentanoate C(C)(C)(C)OC(CCC(C(=O)N)N1C(C2=CC=C(C=C2C1)C1=NC=C(C(=C1F)CO)F)=O)=O.C1=NC=CC2=C(C=CC=C12)NS(=O)(=O)C